8-bromo-2-chloro-3-ethyl-6-methylquinazolin-4(3H)-one BrC=1C=C(C=C2C(N(C(=NC12)Cl)CC)=O)C